CC=1N=C(SC1C)C=O 4,5-dimethyl-thiazole-2-carbaldehyde